C(CCCCCCCCCCCCCCCCC)N(O)CCCCCCCCCCCCCCCCCC N,N-Distearylhydroxylamin